6-nitro-phenylketone [N+](=O)([O-])C1=CC=CC=C1C(=O)C1=CC=CC=C1[N+](=O)[O-]